ClC=1C=C2C(=NN1)NC[C@@]1(N2C[C@@H](C1)OC1=NC=C(C=C1CC)C=C)C(F)F (6aR,8R)-2-chloro-6a-(difluoromethyl)-8-((3-ethyl-5-vinylpyridin-2-yl)oxy)-5,6,6a,7,8,9-hexahydropyrrolo[1',2':4,5]pyrazino[2,3-c]pyridazine